3,5,7-trimethyloct-4-enal CC(CC=O)C=C(CC(C)C)C